N-(3-chlorophenyl)-3-((4-((6,7-dimethoxyquinolin-4-yl)oxy)-3-fluorophenyl)amino)-1-methyl-1H-pyrazole-4-carboxamide ClC=1C=C(C=CC1)NC(=O)C=1C(=NN(C1)C)NC1=CC(=C(C=C1)OC1=CC=NC2=CC(=C(C=C12)OC)OC)F